[N+](=O)([O-])C1=CC=C2C[C@H](NC2=C1)C(=O)O (S)-6-nitro-indoline-2-carboxylic acid